CC(C)[C@@]1(CC[C@]2([C@@H](CCC(=C)[C@@H]2[C@H]1O)O)C)O The molecule is a eudesmane sesquiterpenoid in which the eudesmane skeleton carries hydroxy substituents at position 1, 6 and 7 and a double bond between C-4 and C-14. It has been isolated from the aerial parts of Tephrosia candida. It has a role as a plant metabolite. It is a eudesmane sesquiterpenoid, a secondary alcohol and a tertiary alcohol.